(S)-1-(2-(benzo[d][1,3]dioxol-5-ylamino)-5-methyl-pyrimidin-4-yl)-N-(1-(3-chloro-phenyl)-2-hydroxy-ethyl)-1H-pyrazole-4-carboxamide O1COC2=C1C=CC(=C2)NC2=NC=C(C(=N2)N2N=CC(=C2)C(=O)N[C@H](CO)C2=CC(=CC=C2)Cl)C